(5S)-2-[(6-Chloropyridin-3-yl)methyl]-5-{[trans-3,4-difluoropyrrolidin-1-yl]carbonyl}-5,6,7,8-tetrahydro[1,2,4]triazolo[4,3-a]pyridin-3(2H)-one ClC1=CC=C(C=N1)CN1N=C2N([C@@H](CCC2)C(=O)N2C[C@H]([C@@H](C2)F)F)C1=O